5-bromo-2-((2,2,6,6-tetramethylpiperidin-4-yl)oxy)pyridine BrC=1C=CC(=NC1)OC1CC(NC(C1)(C)C)(C)C